Racemic-3-(3-chloro-4-fluorophenyl)-1-methyl-1-(1-(1-methylisoquinolin-4-yl)ethyl)urea ClC=1C=C(C=CC1F)NC(N([C@H](C)C1=CN=C(C2=CC=CC=C12)C)C)=O |r|